1-((S)-2,2-difluorocyclobutyl)-N-((R)-1-(3-(difluoromethyl)-2-fluorophenyl)ethyl)-4-(((1R,5S,8r)-3-methyl-3-azabicyclo[3.2.1]octan-8-yl)amino)-6-oxo-1,6-dihydropyridine-3-carboxamide FC1([C@H](CC1)N1C=C(C(=CC1=O)NC1[C@H]2CN(C[C@@H]1CC2)C)C(=O)N[C@H](C)C2=C(C(=CC=C2)C(F)F)F)F